BrC=1C=C(C(=NC1)C1=NC2=C(N=NC(=C2)C(C(F)(F)F)(F)F)N1C)S(=O)(=O)CC 6-(5-bromo-3-ethylsulfonyl-2-pyridyl)-7-methyl-3-(1,1,2,2,2-pentafluoroethyl)imidazo[4,5-c]pyridazine